5-({2-[(ethylamino)carbonyl]hydrazino}carbonyl)-6-methyl-N-[4-(methylsulfonyl)benzyl]-2-oxo-1-[3-(trifluoromethyl)phenyl]-1,2-dihydropyridine-3-carboxamide C(C)NC(=O)NNC(=O)C=1C=C(C(N(C1C)C1=CC(=CC=C1)C(F)(F)F)=O)C(=O)NCC1=CC=C(C=C1)S(=O)(=O)C